ethyl 4-hydroxy-6-(1-methylpyrazol-4-yl)pyrazolo[1,5-a]pyrazine-2-carboxylate OC=1C=2N(C=C(N1)C=1C=NN(C1)C)N=C(C2)C(=O)OCC